4-methylbenzenesulfonamide trifluoroacetate salt FC(C(=O)O)(F)F.CC1=CC=C(C=C1)S(=O)(=O)N